5-(2-chlorophenyl)-2-furancarboxylic acid ClC1=C(C=CC=C1)C1=CC=C(O1)C(=O)O